The molecule is a benzoate ester that is methyl benzoate substituted by a sulfamoyl group at position 2. It is a metabolite of the herbicide metsulfuron-methyl. It has a role as a marine xenobiotic metabolite. It is a benzoate ester, a sulfonamide and a methyl ester. COC(=O)C1=CC=CC=C1S(=O)(=O)N